FC1=C(C(=CC=C1)F)C=1C=CC=C2C=NC(=NC12)NC1=CC=C(C=C1)N1CCNCC1 8-(2,6-difluorophenyl)-N-(4-(piperazin-1-yl)phenyl)quinazolin-2-amine